ClC=1C=C2C(=NC(=NC2=C(C1C1=CC(=CC2=CC=CC=C12)O)F)OC[C@H]1N(CCC1)C)N1CC2(CN(C2C)C(C=C)=O)CC1 1-(6-(6-chloro-8-fluoro-7-(3-hydroxynaphthalen-1-yl)-2-(((S)-1-methylpyrrolidin-2-yl)methoxy)quinazolin-4-yl)-1-methyl-2,6-diazaspiro[3.4]octan-2-yl)prop-2-en-1-one